5-(1-ethylpiperidin-4-yl)-2-(4-isopropyl-5-(8-methoxy-[1,2,4]triazolo[1,5-a]pyridin-6-yl)-1H-pyrazol-3-yl)thiazole C(C)N1CCC(CC1)C1=CN=C(S1)C1=NNC(=C1C(C)C)C=1C=C(C=2N(C1)N=CN2)OC